furo[3,2-b]pyridinebenzyl (4-iodobutyl)(methyl)carbamate ICCCCN(C(OCC1=CC=CC=C1C1=CC2=NC=CC=C2O1)=O)C